1-(4-Bromo-2-iodophenyl)-3-(pyridin-4-yl)urea BrC1=CC(=C(C=C1)NC(=O)NC1=CC=NC=C1)I